tert-butyl (2S,4S)-4-(7-bromo-4-(3-(dimethylamino)azetidin-1-yl)-6-fluoro-8-(trifluoromethyl)-1H-imidazo[4,5-c]quinolin-1-yl)-2-(cyanomethyl)piperidine-1-carboxylate BrC=1C(=CC=2C3=C(C(=NC2C1F)N1CC(C1)N(C)C)N=CN3[C@@H]3C[C@H](N(CC3)C(=O)OC(C)(C)C)CC#N)C(F)(F)F